FC1=C(C=CC=C1F)CNN([C@H](C(=O)OC)C(C)(C)C)C methyl (2S)-2-[[(2,3-difluorophenyl)methylamino]-methylamino]-3,3-dimethylbutanoate